OCC=1C=C(CNCCCCOCCNC2=NC3=C(C4=CN=CC=C24)C=CC(=C3)C(=O)O)C=C(C1)C(F)(F)F 5-((2-(4-((3-(hydroxymethyl)-5-(trifluoromethyl)benzyl)amino)butoxy)ethyl)amino)benzo[c][2,6]naphthyridine-8-carboxylic acid